The molecule is an alkane that is propane substituted by a methyl group at position 2. It has a role as a food propellant and a refrigerant. It is an alkane and a gas molecular entity. CC(C)C